N=1NN=NC1C1=CC=C(C=C1)C1=CN(C2=NC=C(C=C21)C=2C(=NOC2C)C)C(C2=NC=CC=C2)C2CCCC2 4-(3-(4-(2H-tetrazol-5-yl)phenyl)-1-(cyclopentyl(pyridin-2-yl)methyl)-1H-pyrrolo[2,3-b]pyridin-5-yl)-3,5-dimethylisoxazole